(E)-3-(6-(cyclopropylcarbamoyl)-7-hydroxy-4-isobutyl-5-oxo-4,5-dihydropyrazolo[1,5-a]pyrimidin-3-yl)acrylic acid C1(CC1)NC(=O)C=1C(N(C=2N(C1O)N=CC2/C=C/C(=O)O)CC(C)C)=O